(R)-(5-Chloro-4,6-dimethyl-1H-benzo[d]imidazol-2-yl)(5-methyl-7,8-dihydro-1,6-naphthyridin-6(5H)-yl)methanone ClC1=C(C2=C(NC(=N2)C(=O)N2[C@@H](C=3C=CC=NC3CC2)C)C=C1C)C